NC=1C(=CC(=C(C#N)C1)C1=CC=NN1C)C 5-Amino-4-methyl-2-(1-methyl-1H-pyrazol-5-yl)benzonitrile